[N+](=O)([O-])N1NNNCCCCCCCCCC1 nitrotetraazacyclotetradecane